C(N)(O[C@H](C(NCCC1=CC=C(C=C1)C1=CC=C(C=C1)OC(F)(F)F)=O)CCC)=O (S)-(1-oxo-1-((2-(4'-(trifluoromethoxy)-[1,1'-biphenyl]-4-yl) ethyl) amino) pent-2-yl) carbamate